O-menthyl succinate C(CCC(=O)[O-])(=O)OC1CC(CCC1C(C)C)C